4-[4-Cyano-3-hydroxy-6-(3-trifluoromethoxy-phenyl)-pyridin-2-yl]-4-oxo-butyric acid C(#N)C1=C(C(=NC(=C1)C1=CC(=CC=C1)OC(F)(F)F)C(CCC(=O)O)=O)O